C(#N)C=1C(N(C(=CC1C)O)C)=O 3-cyano-1,4-dimethyl-6-hydroxy-2-pyridone